C(C)(C)(C)OC(NC12COC(CC1)(CC2)C=C)=O (1-vinyl-2-oxabicyclo[2.2.2]oct-4-yl)carbamic acid tert-butyl ester